5-[[(2S,3s,4r,5r)-3-(3,4-difluoro-2-methoxy-phenyl)-4,5-dimethyl-5-(trifluoromethyl)tetrahydrofuran-2-carbonyl]amino]pyridine-3-carboxamide FC=1C(=C(C=CC1F)[C@H]1[C@H](O[C@]([C@@H]1C)(C(F)(F)F)C)C(=O)NC=1C=C(C=NC1)C(=O)N)OC